4-((R)-3-((cyclopropylmethyl)amino)piperidin-1-yl)-1-(1-(4-(6-(3,3-dimethylpyrrolidin-1-yl)pyrazin-2-yl)-1H-1,2,3-triazol-1-yl)ethyl)pyridin-2(1H)-one C1(CC1)CN[C@H]1CN(CCC1)C1=CC(N(C=C1)C(C)N1N=NC(=C1)C1=NC(=CN=C1)N1CC(CC1)(C)C)=O